C(C)(C)C1OC(C(O1)C)C 2-isopropyl-4,5-dimethyl-1,3-dioxolane